(2s)-2-[(E)-2-[(3,4-dihydroxy-5-nitrophenyl)methylidene]hydrazin-1-yl]-3-(3,4-dihydroxyphenyl)-2-methylpropanoic acid OC=1C=C(C=C(C1O)[N+](=O)[O-])\C=N\N[C@](C(=O)O)(CC1=CC(=C(C=C1)O)O)C